F[C@@]1(C(C2=CC(=CC=C2C1)C)=O)C#N (R)-2-fluoro-6-methyl-1-oxo-2,3-dihydro-indene-2-carbonitrile